N-(4-(2-aminoethyl)phenyl)-3-(4-methylpiperazin-1-yl)propanamide NCCC1=CC=C(C=C1)NC(CCN1CCN(CC1)C)=O